N-([1,1'-biphenyl]-4-ylmethyl)-6,7-dimethyl-3-oxo-4-((2S,3S,4R)-2,3,4,5-tetrahydroxypentyl)-3,4-dihydroquinoxaline-2-carboxamide C1(=CC=C(C=C1)CNC(=O)C1=NC2=CC(=C(C=C2N(C1=O)C[C@@H]([C@@H]([C@@H](CO)O)O)O)C)C)C1=CC=CC=C1